N-(1-methyl-3-(6-(methylthio)-4-phenylpyridin-2-yl)-1H-pyrrolo[2,3-c]pyridin-5-yl)acetamide CN1C=C(C=2C1=CN=C(C2)NC(C)=O)C2=NC(=CC(=C2)C2=CC=CC=C2)SC